3-((3S,5R)-3-methyl-5-((5-(5-(methylsulfonyl)thiazol-2-yl)-1H-pyrrolo[2,3-b]pyridin-4-yl)amino)piperidin-1-yl)propanenitrile C[C@@H]1CN(C[C@@H](C1)NC1=C2C(=NC=C1C=1SC(=CN1)S(=O)(=O)C)NC=C2)CCC#N